FC(OC1=CC=CC=2C(N([C@H]3C=4N([C@@H](C21)C3)C3=C(N4)C=CC(=C3)C#CCCCC(=O)OC)C([2H])([2H])[2H])=O)F methyl 6-((7R,14R)-1-(difluoromethoxy)-6-(methyl-d3)-5-oxo-5,6,7,14-tetrahydro-7,14-methanobenzo[f]benzo[4,5]imidazo[1,2-a][1,4]diazocin-11-yl)hex-5-ynoate